C(OC1=CC=C(C=C1)[N+](=O)[O-])(OCC1=NN(C=C1)C(F)(F)F)=O 4-nitrophenyl ((1-(trifluoromethyl)-1H-pyrazol-3-yl)methyl) carbonate